C(C(C)C)C1=CC=C(C=C1)C(C(=O)NN)C 2-(4-isobutylphenyl)propionohydrazide